Ethyl 2-[3,5-dichloro-4-[(3R,4R)-6-[2,6-dichloro-4-(3-methoxy-3-oxo-propyl)phenoxy]-3,4-dihydroxy-hexoxy]anilino]pyridine-3-carboxylate ClC=1C=C(NC2=NC=CC=C2C(=O)OCC)C=C(C1OCC[C@H]([C@@H](CCOC1=C(C=C(C=C1Cl)CCC(=O)OC)Cl)O)O)Cl